4-(3-morpholinopropoxy)benzene-1-sulfonyl chloride O1CCN(CC1)CCCOC1=CC=C(C=C1)S(=O)(=O)Cl